2-((R)-2-(4-fluorobenzyl)azepan-1-yl)-6-((R)-2-methylmorpholino)pyrimidin-4(3H)-one tert-butyl-3-oxo-9-azabicyclo[3.3.1]nonane-9-carboxylate C(C)(C)(C)OC(=O)N1C2CC(CC1CCC2)=O.FC2=CC=C(C[C@@H]1N(CCCCC1)C1=NC(=CC(N1)=O)N1C[C@H](OCC1)C)C=C2